tetramethyl 2,2'-(piperazine-1,4-diyl)disuccinate N1(CCN(CC1)C(C(=O)OC)CC(=O)OC)C(C(=O)OC)CC(=O)OC